tert-butyl (2R,5S)-2-[[(4-chlorobenzoyl)amino]carbamoyl]-5-[(7-chloroquinoline-3-carbonyl)amino]piperidine-1-carboxylate ClC1=CC=C(C(=O)NNC(=O)[C@@H]2N(C[C@H](CC2)NC(=O)C=2C=NC3=CC(=CC=C3C2)Cl)C(=O)OC(C)(C)C)C=C1